2-(benzylamino)-3-cyclohexylpropanamide hydrochloride Cl.C(C1=CC=CC=C1)NC(C(=O)N)CC1CCCCC1